ClC1=CC=C(C=C1)C(=O)N1C2C3=NC=4C=CC=CC4C3(CC1)C(CC2)=C 11-[(4-Chlorophenyl)carbonyl]-14-methylidene-8,11-diazatetracyclo[8.3.3.01,9.02,7]hexadeca-2(7),3,5,8-tetraene